3-[2-(naphthalene-1-ylmethyl)-4-(trimethoxysilyl)butyl]pyridine C1(=CC=CC2=CC=CC=C12)CC(CC=1C=NC=CC1)CC[Si](OC)(OC)OC